F[C@H]1C[C@H](N(C1)C(CN1C[C@@H](CC1)NC=1C=C2C=CC(=NC2=CC1)Cl)=O)C#N (2S,4S)-4-fluoro-1-[2-[(3R)-3-[(2-chloro-6-quinolyl)amino]pyrrolidin-1-yl]acetyl]pyrrolidine-2-carbonitrile